1-(6-Isopropyl-4-((2R,3S)-2-methyl-3-((methylsulfonyl)methyl)azetidin-1-yl)pyridin-2-yl)-6-(4-methoxypyridin-3-yl)-1H-pyrazolo[4,3-c]pyridine C(C)(C)C1=CC(=CC(=N1)N1N=CC=2C=NC(=CC21)C=2C=NC=CC2OC)N2[C@@H]([C@H](C2)CS(=O)(=O)C)C